COC(C[C@@H](C)O)=O.COC1=CC=C(NC2=CC=C(C=C2)[N+](=O)[O-])C=C1 4-methoxy-N-(4-nitrophenyl)aniline methyl-(R)-(-)-3-hydroxybutyrate